FC1=C(C(=O)C2CN(C2)C(=O)OC(C)(C)C)C=CC=C1 tert-butyl 3-(2-fluorobenzoyl)azetidine-1-carboxylate